C1(CC1)CN1C(=NC2=C(C1=O)C=C(C=N2)F)[C@@H](CCC)N2CCN[C@@H](CC2)C 3-(cyclopropylmethyl)-6-fluoro-2-((R)-1-((R)-5-methyl-1,4-diazepan-1-yl)butyl)pyrido[2,3-d]pyrimidin-4(3H)-one